3-Bromo-5-(dimethylamino)phenol BrC=1C=C(C=C(C1)N(C)C)O